O-methoxy adenosine-3'-phosphate P(=O)(O)(O)O[C@H]1[C@H]([C@@H](O[C@@H]1CO)N1C=NC=2C(N)=NC=NC12)OOC